C(CC(=O)OCC)(C(=O)OCC)C(=O)OCC triethyl ethane-1,1,2-tricarboxylate